6-(4-Fluorophenyl)-7-(quinoxalin-6-yl)-2,3-dihydropyrazolo[5,1-b]oxazole FC1=CC=C(C=C1)C1=NN2C(OCC2)=C1C=1C=C2N=CC=NC2=CC1